CC1=C(C=CC(=C1)C)S(=O)(=O)C=1N=NN2C1NC(C1=CC=C(C=C21)N2CCC(CC2)NC)=O 3-(2,4-dimethylbenzenesulfonyl)-8-[4-(methylamino)piperidin-1-yl]-4H,5H-[1,2,3]triazolo[1,5-a]quinazolin-5-one